N-(1-(3-(2-amino-5-chloropyridin-3-yl)-5-(1-methyl-1H-pyrazol-4-yl)phenyl)ethyl)-5-(aminomethyl)-2-methylbenzamide NC1=NC=C(C=C1C=1C=C(C=C(C1)C=1C=NN(C1)C)C(C)NC(C1=C(C=CC(=C1)CN)C)=O)Cl